NC=1C=C(C=C(C1)C(F)(F)F)C(C)NC1=NC(=NC2=CC(=C(C=C12)NC)C(=O)O)C 4-((1-(3-amino-5-(trifluoromethyl)phenyl)ethyl)amino)-2-methyl-6-(methylamino)quinazoline-7-carboxylic acid